Tert-butyl 3-bicyclo[2.2.1]hept-5-en-2-yl-3-hydroxypropionate C12C(CC(C=C1)C2)C(CC(=O)OC(C)(C)C)O